COC1=CC=C(C=C1)/C=C/C(=O)N(C1=NC=CC=C1)CCSC (E)-3-(4-Methoxyphenyl)-N-(2-methylsulfanylethyl)-N-(2-pyridyl)prop-2-enamid